Tert-butyl (6-(((6-((1-isopropylpiperidin-4-yl)methoxy)pyridin-3-yl)methyl)amino)isoquinolin-1-yl)carbamate C(C)(C)N1CCC(CC1)COC1=CC=C(C=N1)CNC=1C=C2C=CN=C(C2=CC1)NC(OC(C)(C)C)=O